(R)-piperidine-2-carboxylic acid methyl ester hydrochloride Cl.COC(=O)[C@@H]1NCCCC1